N-(cis-2-(biphenyl-3-ylmethyl)-1-(2,2-dimethylpropionyl)pyrrolidin-3-yl)methanesulfonamide C1(=CC(=CC=C1)C[C@@H]1N(CC[C@@H]1NS(=O)(=O)C)C(C(C)(C)C)=O)C1=CC=CC=C1